1-(tert-butyl) 2-methyl (2R,5S)-5-(((1r,4S)-4-(benzyl-amino)cyclohexyl)methyl)pyrrolidine-1,2-dicarboxylate C(C1=CC=CC=C1)NC1CCC(CC1)C[C@@H]1CC[C@@H](N1C(=O)OC(C)(C)C)C(=O)OC